FCCOC1=NC=C(C=C1)NN 2-(2-fluoroethoxy)-5-hydrazinopyridine